(1aR,7bS)-5-{[1-({(1s,4r)-4-[(2-aminoethyl)amino]cyclohexyl}acetyl)azetidin-3-yl]oxy}-2-hydroxy-1,1a,2,7b-tetrahydrocyclopropa[c][1,2]benzoxaborinine-4-carboxylic acid NCCNC1CCC(CC1)CC(=O)N1CC(C1)OC1=C(C2=C([C@@H]3[C@H](B(O2)O)C3)C=C1)C(=O)O